BrC1=C(COC2=C3C(C=C(OC3=CC=C2)C(=O)NCCC2=CNC3=CC=C(C=C23)OC)=O)C=CC(=C1)Br 5-((2,4-dibromobenzyl)oxy)-N-(2-(5-methoxy-1H-indol-3-yl)ethyl)-4-oxo-4H-chromene-2-carboxamide